CC1(CCN(CC1)O)C dimethyl-piperidinol